5-amino-8-(2,6-dimethyl-4-pyridinyl)-7-phenyl-2-(tetrahydropyran-2-ylmethyl)-[1,2,4]triazolo[4,3-c]pyrimidin-3-one NC1=NC(=C(C=2N1C(N(N2)CC2OCCCC2)=O)C2=CC(=NC(=C2)C)C)C2=CC=CC=C2